COC=1C=CC2=CN(N=C2C1C(=O)N)C 6-methoxy-2-methyl-indazole-7-carboxamide